2-methyl-1-(4-(4,4,5,5-tetramethyl-1,3,2-dioxaborolan-2-yl)-1H-pyrazol-1-yl)propan-2-ol CC(CN1N=CC(=C1)B1OC(C(O1)(C)C)(C)C)(C)O